2-oxo-3-bornanecarboxylic acid bismuth salt [Bi+3].O=C1C2(CCC(C1C(=O)[O-])C2(C)C)C.O=C2C1(CCC(C2C(=O)[O-])C1(C)C)C.O=C1C2(CCC(C1C(=O)[O-])C2(C)C)C